FC1=C2C(=NNC2=CC=C1)C=O 4-FLUORO-1H-INDAZOLE-3-CARBALDEHYDE